copper-lead sulphide [Pb]=S.[Cu]